rac-benzyl (1R,2S,6R)-2-(4-(methylamino)phenyl)-4-oxo-6-((4-(trifluoromethyl)phenoxy)methyl)cyclohexane-1-carboxylate CNC1=CC=C(C=C1)[C@@H]1[C@H]([C@@H](CC(C1)=O)COC1=CC=C(C=C1)C(F)(F)F)C(=O)OCC1=CC=CC=C1 |r|